(3R,7R)-2-(3,4-dichlorobenzoyl)-3,7-dimethyl-9-(1-(6-(5-methyl-1H-tetrazol-1-yl)pyridin-3-yl)ethyl)-1,2,3,4,8,9-hexahydropyrido[4',3':3,4]pyrazolo[1,5-a]pyrazin-10(7H)-one ClC=1C=C(C(=O)N2CC=3C(=NN4C3C(N(C[C@H]4C)C(C)C=4C=NC(=CC4)N4N=NN=C4C)=O)C[C@H]2C)C=CC1Cl